CC1=C(C(=CC(=C1)C)C)N1C(N(CC1)C1=C(C=C(C=C1C)C)C)=[Ru-6](=CC1=C(C=CC=C1)OC(C)C)(Cl)(Cl)=C1N(CCN1C1=C(C=C(C=C1C)C)C)C1=C(C=C(C=C1C)C)C bis[1,3-bis(2,4,6-trimethylphenyl)-2-imidazolidinylidene]dichloro(o-isopropoxybenzylidene)ruthenium (II)